1-(bis(4-fluorophenyl)methyl)-4-(tert-butoxycarbonyl)piperazine-2-carboxylic acid FC1=CC=C(C=C1)C(N1C(CN(CC1)C(=O)OC(C)(C)C)C(=O)O)C1=CC=C(C=C1)F